[1,4':2',4''-terpyridine]-2''-carbonitrile N1(CC=CC=C1)C1=CC(=NC=C1)C1=CC(=NC=C1)C#N